N-(6-aminohexyl)-3-aminopropyltrimethoxysilane NCCCCCCNCCC[Si](OC)(OC)OC